(E)-1-(6,7-Difluoroquinolin-3-yl)-7-(5,6,7,8-tetrahydro-1,8-naphthyridin-2-yl)hept-1-en-3-ol FC=1C=C2C=C(C=NC2=CC1F)\C=C\C(CCCCC1=NC=2NCCCC2C=C1)O